vinyl arachidate C(CCCCCCCCCCCCCCCCCCC)(=O)OC=C